FC(C1C(N(C2=CC=CC=C2N1C)C)=O)F 3-(difluoromethyl)-1,4-dimethyl-3,4-dihydroquinoxalin-2(1H)-one